methyl 1-(6-chloropyridazin-4-yl)-4-(2-methylphenoxy)piperidine-4-carboxylate ClC1=CC(=CN=N1)N1CCC(CC1)(C(=O)OC)OC1=C(C=CC=C1)C